COC1=CC=C(C=C1)NC=1C(C(C1N(CC1=CC=C(C=C1)C1=NOC(=N1)C(F)(F)F)C)=O)=O 3-((4-methoxyphenyl)amino)-4-(methyl(4-(5-(trifluoromethyl)-1,2,4-oxadiazol-3-yl)benzyl)amino)cyclobut-3-ene-1,2-dione